fluorooxide FOF